4-(6-(4-((3-chloro-5-(methylsulfonamido)phenyl)carbamoyl)-1H-pyrazol-1-yl)pyridin-3-yl)-N,N-dimethylpiperazine-1-carboxamide ClC=1C=C(C=C(C1)NS(=O)(=O)C)NC(=O)C=1C=NN(C1)C1=CC=C(C=N1)N1CCN(CC1)C(=O)N(C)C